(R)-5-(2-(dimethylamino)ethoxy)-2-methyl-N-(1-(2-(2-morpholinopyrimidin-5-yl)quinolin-4-yl)ethyl)benzamide CN(CCOC=1C=CC(=C(C(=O)N[C@H](C)C2=CC(=NC3=CC=CC=C23)C=2C=NC(=NC2)N2CCOCC2)C1)C)C